C1(=CC=CC=C1)[P](C(C1=C(C=C(C=C1C)C)C)=O)=O phenyl-(2,4,6-Trimethylbenzoyl)Phosphorus Oxide